[Er].[Er] erbium-erbium